methyl (2S)-3-[(3S)-2-oxopyrrolidin-3-yl]-2-[[(2S,4R)-4-(trifluoromethyl) pyrrolidine-2-carbonyl]amino]propanoate O=C1NCC[C@H]1C[C@@H](C(=O)OC)NC(=O)[C@H]1NC[C@@H](C1)C(F)(F)F